Triazoxainide N1=NNO[C-]=C1